BrC1=C(C(=C(C(=O)O)C=C1F)OCC[C@@H]1NCCN(C1)C(=O)OC(C)(C)C)Cl 4-Bromo-2-[2-[(2S)-4-tert-butoxycarbonylpiperazin-2-yl]ethoxy]-3-chloro-5-fluorobenzoic acid